N,N'-Dibenzyliden-1,6-hexandiamin C(C1=CC=CC=C1)=NCCCCCCN=CC1=CC=CC=C1